O1CC(C1)CN1CCC2(CCNCC2)CC1 9-(oxetan-3-ylmethyl)-3,9-diazaspiro[5.5]undecane